tert-butyl-Boc-piperazine C(C)(C)(C)C1N(CCNC1)C(=O)OC(C)(C)C